N-[5-[4-[[(2R)-1-ethylpyrrolidin-2-yl]methoxy]-2-methyl-pyrazol-3-yl]pyrazolo[1,5-a]pyridin-2-yl]cyclopropanecarboxamide C(C)N1[C@H](CCC1)COC1=C(N(N=C1)C)C1=CC=2N(C=C1)N=C(C2)NC(=O)C2CC2